N-(4-((2-cyanobenzyl)oxy)-3-(1H-tetrazol-1-yl)phenyl)-1-methyl-1H-imidazole-5-carboxamide C(#N)C1=C(COC2=C(C=C(C=C2)NC(=O)C2=CN=CN2C)N2N=NN=C2)C=CC=C1